(2S)-1-[(tert-Butoxy)carbonyl]pyrrolidine-2-carboxylic acid C(C)(C)(C)OC(=O)N1[C@@H](CCC1)C(=O)O